sodium ethylene glycol dimethyl ether COCCOC.[Na]